tetrakis(ethylsulfanyl)silane C(C)S[Si](SCC)(SCC)SCC